glycidyl-trimethylammonium bis(pentafluoroethanesulfonyl)imide salt [N-](S(=O)(=O)C(F)(F)C(F)(F)F)S(=O)(=O)C(F)(F)C(F)(F)F.C(C1CO1)[N+](C)(C)C